FC(OC1=CC(=NN1)NC1=CN=C2C(=N1)N(C=C2)C[C@H]2CN(CCC2)C)F (R)-N-(5-(difluoromethoxy)-1H-pyrazol-3-yl)-5-((1-methylpiperidin-3-yl)methyl)-5H-pyrrolo[2,3-b]pyrazin-3-amine